3-(1,3-dioxane-2-yl)benzaldehyde O1C(OCCC1)C=1C=C(C=O)C=CC1